N-Boc-L-leucine monohydrate O.C(=O)(OC(C)(C)C)N[C@@H](CC(C)C)C(=O)O